4-(dimethoxymethyl)piperidin-1-yl-benzamide COC(C1CCN(CC1)C1=C(C(=O)N)C=CC=C1)OC